ClC1=C(C=C(C=N1)C1NC(C(=C(C1)O)C(=O)OCC)=O)C=1C=NC(=CC1)F Ethyl 6'-chloro-6''-fluoro-4-hydroxy-6-oxo-1,2,3,6-tetrahydro-[2,3':5',3''-terpyridine]-5-Carboxylate